BrC1=CC(=NC=C1)NC(CN1CCNCC1)=O N-(4-bromopyridin-2-yl)-2-(piperazin-1-yl)acetamide